C1(=CC=CC=C1)C(CC1=NSCC1=O)C 2-phenylpropyl-isothiazolinone